ClCC(=O)NC1=CC(=CC=C1)OC1=NC=NC(=C1)NCC1=CC(=C(C=C1)F)F 2-chloro-N-(3-((6-((3,4-difluorobenzyl)amino)pyrimidin-4-yl)oxy)phenyl)acetamide